(R)-6-((4-(3-((1H-pyrrolo[2,3-b]pyridin-5-yl)oxy)-4-(methoxycarbonyl)phenyl)piperazin-1-yl)methyl)-4'-chloro-4-methyl-2,3,4,5-tetrahydro-[1,1'-biphenyl]-4-carboxylic acid N1C=CC=2C1=NC=C(C2)OC=2C=C(C=CC2C(=O)OC)N2CCN(CC2)CC=2C[C@@](CCC2C2=CC=C(C=C2)Cl)(C(=O)O)C